2-(chloromethyl)-thiazole ClCC=1SC=CN1